ClC1=C(C(=O)NC2=C3C=NN(C3=CC=C2)C=2C=NC(=CC2)CO)C=C(C=C1)CNC(C(C)(C)C)=O 2-chloro-5-{[(2,2-dimethylpropanoyl)amino]methyl}-N-{1-[6-(hydroxymethyl)pyridin-3-yl]-1H-indazole-4-yl}benzamide